OC1=C(C=C(C=C1)OC1=CC(=C(C=C1)C(F)(F)F)OC)C1(N(C(CC1)=O)C)C(=O)N (2-hydroxy-5-(3-methoxy-4-(trifluoromethyl)phenoxy)phenyl)-1-methyl-5-oxopyrrolidine-2-carboxamide